2-(4-(8-chloro-5,6-dihydro-11H-benzo-[5,6]cyclohepta[1,2-b]pyridin-11-ylidene)-piperidin-1-yl)-1-(6-methylimidazo[2,1-b]thiazol-5-yl)ethan-1-one ClC=1C=CC2=C(CCC=3C(=NC=CC3)C2=C2CCN(CC2)CC(=O)C2=C(N=C3SC=CN32)C)C1